acrylamidopropanesulfonic acid sodium salt [Na+].C(C=C)(=O)NC(CC)S(=O)(=O)[O-]